(±)-1-phenylethylamine C1(=CC=CC=C1)[C@@H](C)N |r|